CC1=C(C=C(C1)C)C 1,2,4-trimethylcyclopentadiene